FC1=C(C(=O)NC=2N(N=C3C=CC(=CC23)[C@@H](C)O)C2=CC=CC=C2)C=C(C(=C1)C(F)(F)F)C1=NC=CC=N1 |o1:15| (R or S)-2-fluoro-N-(5-(1-hydroxyethyl)-2-phenyl-2H-indazol-3-yl)-5-(pyrimidin-2-yl)-4-(trifluoromethyl)benzamide